O=C1NC(CCC1C=1C=C(OCC(=O)OC(C)(C)C)C=CC1)=O tert-Butyl 2-(3-(2,6-dioxopiperidin-3-yl)phenoxy)acetate